(5ar,10br)-2-(4-(tert-butyl)phenyl)-4,5a,6,10b-tetrahydroindeno[2,1-b][1,2,4]triazolo[4,3-d][1,4]oxazin-2-ium tetrafluoroborate F[B-](F)(F)F.C(C)(C)(C)C1=CC=C(C=C1)[N+]=1N=C2N([C@H]3[C@H](OC2)CC2=CC=CC=C23)C1